CC(CCC(=O)OC1COCC1OC(CCC(C)C)=O)C tetrahydrofuran-3,4-diyl bis(4-methylpentanoate)